1-[(1S)-1-[3-(5-cyano-2-pyridyl)pyrazin-2-yl]ethyl]-3-(4,6-dibromo-3-pyridyl)urea C(#N)C=1C=CC(=NC1)C=1C(=NC=CN1)[C@H](C)NC(=O)NC=1C=NC(=CC1Br)Br